FC1=C(C=C(C=C1)NC(=O)C=1OC2=C(N1)C=C(C=C2)Cl)C2(N=CN(S(C2)(=O)=O)C)C 5-(2-fluoro-5-(5-chlorobenzo[d]oxazole-2-carboxamido)phenyl)-2,5-dimethyl-1,1-dioxo-1,2,4-thiadiazin